FC1=C(C=CC=C1C(=O)C=1C=C2N=C(C=NC2=CC1)OCCO)NC(=O)NC1=CC(=CC=C1)F 1-(2-fluoro-3-(3-(2-hydroxyethoxy)quinoxaline-6-carbonyl)phenyl)-3-(3-fluorophenyl)urea